2,4,5-trimethylcyclohexanol CC1C(CC(C(C1)C)C)O